2-(2,2,3,3,3-Pentafluoropropoxy)isonicotinonitrile FC(COC=1C=C(C#N)C=CN1)(C(F)(F)F)F